(2S)-N-isopropyl-2-[2-methyl-4-[1-tetrahydropyran-2-yl-3-(2-triisopropylsilylethynyl)indazol-5-yl]pyrazol-3-yl]oxy-propan-1-amine C(C)(C)NC[C@H](C)OC=1N(N=CC1C=1C=C2C(=NN(C2=CC1)C1OCCCC1)C#C[Si](C(C)C)(C(C)C)C(C)C)C